CN(C(OCCOC=1C=CC(=C2C=C(N=CC12)Cl)Br)=O)C 2-((5-bromo-3-chloroisoquinolin-8-yl)oxy)ethyl dimethylcarbamate